BrC1=CC(=NC=C1)NC(=O)CCN(CCN(C(OC(C)(C)C)=O)C)C(=O)OC(C)(C)C tert-butyl N-[2-({2-[(4-bromopyridin-2-yl) carbamoyl] ethyl} [(tert-butoxy) carbonyl] amino) ethyl]-N-methylcarbamate